1-(8-Fluoro-7-(3-hydroxynaphthalen-1-yl)-2-((tetrahydro-1H-pyrrolizin-7a(5H)-yl)methoxy)pyrido[4,3-d]pyrimidin-4-yl)-4-hydroxypiperidin-4-carboxamide FC1=C(N=CC2=C1N=C(N=C2N2CCC(CC2)(C(=O)N)O)OCC21CCCN1CCC2)C2=CC(=CC1=CC=CC=C21)O